3-methyl-1,5-pentylene sebacate C1(CCCCCCCCC(=O)OCCC(CCO1)C)=O